ClC1=CC=C(C=N1)CNCC1=CC(=C(C=C1)OCC=C(Cl)Cl)OC 1-(6-chloro-pyridin-3-yl)-N-{4-[(3,3-dichloroallyl)oxy]-3-methoxybenzyl}methylamine